C(C=C)(=O)OC1C(C(CCC1)C)C 2,3-dimethyl-1-cyclohexyl acrylate